4-[5-chloro-2-(4-chloro-1H-1,2,3-triazol-1-yl)phenyl]6-methoxypyrimidine ClC=1C=CC(=C(C1)C1=NC=NC(=C1)OC)N1N=NC(=C1)Cl